[Pt].[Co].[Cr] chromium cobalt-platinum